tert-butyl (4-(((3R,5S)-2-oxo-5-(trifluoromethyl)pyrrolidin-3-yl)methyl)pyridin-2-yl)carbamate O=C1N[C@@H](C[C@H]1CC1=CC(=NC=C1)NC(OC(C)(C)C)=O)C(F)(F)F